NCCNC(CC1C2=CC=CC=C2C=2C=CC=CC12)=O N-(2-aminoethyl)-2-(9H-fluoren-9-yl)acetamide